(R)-3-((5-chloro-1H-indol-2-yl)methyl)-1-(1-(1-ethyl-1H-pyrazole-3-carbonyl)piperidin-3-yl)-1-methylurea ClC=1C=C2C=C(NC2=CC1)CNC(N(C)[C@H]1CN(CCC1)C(=O)C1=NN(C=C1)CC)=O